C(C)(C)C1=C(C(=CC=C1)C1=CC(=NC=C1)OCCCCCN1N=CC=C1S(N)(=O)=O)CC(=O)O 2-(2-isopropyl-6-(2-((5-(5-sulfamoyl-1H-pyrazol-1-yl)pentyl)oxy)pyridin-4-yl)-phenyl)acetic acid